(1S,2S)-N1,N2-dimethyl-N1-(2-methylquinolin-8-yl)-N2-(pyridin-2-ylmethyl)cyclohexane-1,2-diamine CN([C@@H]1[C@H](CCCC1)N(CC1=NC=CC=C1)C)C=1C=CC=C2C=CC(=NC12)C